FC1=C(C=CC(=C1)F)[C@@H]1N(CCC1)C1=NC=2N(C=C1)N=CC2C2=CC=CC(=N2)N2CCN(CC2)CC2=C(C=CC=C2)NC2C(NC(CC2)=O)=O 3-((2-((4-(6-(5-((R)-2-(2,4-difluorophenyl)pyrrolidin-1-yl)pyrazolo[1,5-a]pyrimidin-3-yl)pyridin-2-yl)piperazin-1-yl)methyl)phenyl)amino)piperidine-2,6-dione